CC[C@H]1CC[C@H]2[C@@H]3CC=C4CCCC[C@]4(C)[C@H]3CC[C@]12C pregn-5-en